N-(5-(((5-(tert-butyl)oxazol-2-yl)methyl)thio)thiazol-2-yl)-1'-(3-((2,6-dioxopiperidin-3-yl)amino)benzyl)-[1,4'-bipiperidine]-4-carboxamide C(C)(C)(C)C1=CN=C(O1)CSC1=CN=C(S1)NC(=O)C1CCN(CC1)C1CCN(CC1)CC1=CC(=CC=C1)NC1C(NC(CC1)=O)=O